FC=1C(=NC=CC1)C=1C=C2C[C@@H](CC2=CC1)C(=O)N1CCC2=CC=C(C=C12)S(=O)(=O)N (R)-1-(5-(3-fluoropyridin-2-yl)-2,3-dihydro-1H-indene-2-carbonyl)indoline-6-sulfonamide